4-bromo-1,2-benzoxazol-3-ol BrC1=CC=CC2=C1C(=NO2)O